(2S,4S)-1-benzyloxycarbonyl-4-[[6-[2-methyl-3-[[3-(methylaminomethyl)oxetan-3-yl]methyl]benzimidazol-4-yl]-2-pyridyl]amino]pyrrolidine-2-carboxylic acid C(C1=CC=CC=C1)OC(=O)N1[C@@H](C[C@@H](C1)NC1=NC(=CC=C1)C1=CC=CC=2N=C(N(C21)CC2(COC2)CNC)C)C(=O)O